p-aminophenylporphyrin NC1=CC=C(C=C1)C1=C2NC(=C1)C=C1C=CC(=N1)C=C1C=CC(N1)=CC=1C=CC(N1)=C2